5-oxa9λ2-aza-13b-boranaphtho[3,2,1-de]anthracene C1=CC=CC=2OC=3C=CC=C4[N]C=5C=CC=CC5B(C34)C12